C1(=CC=CC=C1)P(C1=C(C=CC=C1)P(C1=CC=CC=C1)C1=CC=CC=C1)C1=CC=CC=C1 1,2-bis(diphenylphosphino)-benzene